NC1CC(C1)OC1=CC=C(C=C1)C(C)(C)C1=CC=C(C=C1)O 4-(2-(4-(3-aminocyclobutoxy)phenyl)propan-2-yl)phenol